(1R,3S)-3-((tert-Butoxycarbonyl)amino)cyclopentanecarboxylic acid C(C)(C)(C)OC(=O)N[C@@H]1C[C@@H](CC1)C(=O)O